NC1=NC=2C=C(C(=CC2C2=C1COC2)C(=O)N(C=2C=NN(C2)C)C2CCC1=CC(=CC=C21)C#N)F 4-amino-N-(5-cyano-2,3-dihydro-1H-inden-1-yl)-7-fluoro-N-(1-methyl-1H-pyrazol-4-yl)-1,3-dihydrofuro[3,4-c]quinolin-8-carboxamide